(S)-N-(2-((6-oxo-5-(trifluoromethyl)-1,6-dihydropyridazin-4-yl)amino)propoxy)-2-(1-(5-(trifluoromethyl)pyrimidin-2-yl)azetidin-3-yl)acetamide O=C1C(=C(C=NN1)N[C@H](CONC(CC1CN(C1)C1=NC=C(C=N1)C(F)(F)F)=O)C)C(F)(F)F